2-(4-(dimethylamino)benzylidene)malonic acid dimethyl ester COC(C(C(=O)OC)=CC1=CC=C(C=C1)N(C)C)=O